5-chloro-1-pivaloyl-indole ClC=1C=C2C=CN(C2=CC1)C(C(C)(C)C)=O